C(CCC)OCCO ethylenglycol mono-n-butyl ether